Histidine HCl Cl.N[C@@H](CC1=CNC=N1)C(=O)O